CS(=O)(=O)OCC1CN(C1)C(=O)OC(C)(C)C tert-Butyl 3-[(methanesulfonyloxy)methyl]azetidine-1-carboxylate